3-{4-fluoro-2'-hydroxy-4',5,6'-trimethyl-[1,1'-biphenyl]-3-yl}propanoate FC1=C(C=C(C=C1C)C1=C(C=C(C=C1C)C)O)CCC(=O)[O-]